2-tertiary butyl-amino-3-formyl-chromone C(C)(C)(C)C=1OC2=CC=CC(=C2C(C1C=O)=O)N